methyl 2,4-dichloro-3-methylbenzoate ClC1=C(C(=O)OC)C=CC(=C1C)Cl